pent-3-en CCC=CC